5-(Glycylglycyl-beta-alanyl)-11,12-dihydro-5,6-dihydrodibenzo[b,f]azocin NCC(=O)NCC(=O)NCCC(=O)N1C2=C(CCC3=C(C1)C=CC=C3)C=CC=C2